3-((4-Bromo-2-methylphenyl)sulfonyl)-4-methyl-1H-indole BrC1=CC(=C(C=C1)S(=O)(=O)C1=CNC2=CC=CC(=C12)C)C